O=C1S\C(\C(N1CC=1C=C(C=CC1)S(=O)(=O)N)=O)=C/C1=C(C(=C(C=C1F)F)O)F 3-{[(5Z)-2,4-dioxo-5-[(2,4,6-trifluoro-3-hydroxyphenyl)methylidene]-1,3-thiazolidin-3-yl]methyl}benzene-1-sulfonamide